C[C@]12[C@H]3CC[C@@]4([C@H](CC=C4[C@@H]3CC[C@H]2CCCC1)C=1C=CC(OC1)=O)C (3S,5R,8R,9S,10S,13R,17S)-10,13-dimethyl-17-(2-oxo-2H-pyran-5-yl)-2,3,4,5,6,7,8,9,10,11,12,13,16,17-tetradecahydro-1H-cyclopenta[a]phenanthren